NC(CC(=O)[O-])CC(C(F)F)C1=C(C(=C(C(=C1)C(F)(F)F)N)N)N 3-amino-5-(triamino-5-(trifluoromethyl) phenyl)-6,6-difluorohexanoate